COC1=CC=C(CNCC#C)C=C1 (4-methoxybenzyl)(propargyl)amine